CN(C1CCC(CC1)NC=1N=CC2=C(N1)OC(=C2)C=2C=CC(=C(C2)NS(=O)(=O)CC2=CC=C(C=C2)F)F)C N-(5-(2-(((1r,4r)-4-(dimethylamino)cyclohexyl)amino)furo[2,3-d]pyrimidin-6-yl)-2-fluorophenyl)-1-(4-fluorophenyl)methanesulfonamide